CN1C(CC(CC1(C)C)OC(=O)CC(C(CC(=O)OC1CC(N(C(C1)(C)C)C)(C)C)C(=O)OC1CC(N(C(C1)(C)C)C)(C)C)C(=O)OC1CC(N(C(C1)(C)C)C)(C)C)(C)C 1,2,3,4-butane-tetracarboxylic acid tetrakis(1,2,2,6,6-pentamethyl-4-piperidyl) ester